O1C(=NN=C1)C=1C(C=C2N(CCC=3C=CC=NC23)C1)=O 9-(1,3,4-oxadiazol-2-yl)-5,6-dihydro-10H-pyrido[1,2-h][1,7]naphthyridin-10-one